1-Methyl-4-penten-2-one CCC(CC=C)=O